FC1(CC=C(CC1)C1=NC(=NC(=C1)OC1=CC=CC=C1)NS(=O)(=O)C=1C=NN(C1)C)F N-[4-(4,4-difluorocyclohexen-1-yl)-6-phenoxy-pyrimidin-2-yl]-1-methyl-pyrazole-4-sulfonamide